(4-FORMYL-PHENYL)-CARBAMIC ACID TERT-BUTYL ESTER C(C)(C)(C)OC(NC1=CC=C(C=C1)C=O)=O